C(C)C=1C=NC(=NC1)N1CCC(CC1)CCCOC1=CC(=C(C(=C1)F)CC(=O)N1CC(C1)C(=O)O)F 1-[2-[4-[3-[1-(5-ethylpyrimidin-2-yl)-4-piperidinyl]propoxy]-2,6-difluoro-phenyl]acetyl]azetidine-3-carboxylic acid